(4-methoxypiperidin-1-yl)(5-(1-methyl-1H-pyrazol-4-yl)-1,1-dioxidobenzo[b]thiophen-3-yl)methanone COC1CCN(CC1)C(=O)C=1C2=C(S(C1)(=O)=O)C=CC(=C2)C=2C=NN(C2)C